[(5S,7R)-2-bromo-5-(3,4-difluorophenyl)-6,7-dihydro-5H-pyrrolo[1,2-b][1,2,4]triazol-7-yl] 2,2-dimethylpropanoate CC(C(=O)O[C@@H]1C[C@H](N2N=C(N=C21)Br)C2=CC(=C(C=C2)F)F)(C)C